N1=C(C=CC=C1)N1CCN(CC1)CC1=CC=C(C=C1)NC(OCC1=CC=C(C=C1)OC)=O 4-methoxybenzyl (4-((4-(pyridin-2-yl)piperazin-1-yl)methyl)phenyl)carbamate